6-(3-amino-6-bromopyrazin-2-yl)-3,4-dihydroisoquinolin-1(2H)-one NC=1C(=NC(=CN1)Br)C=1C=C2CCNC(C2=CC1)=O